5-Chloro-2-{6-cyclopropyl-4-[4-fluoro-2-(4-methyl-1,2,4-triazol-3-yl)phenyl]pyridin-2-yl}-6-({[(1R,2S)-2-hydroxycyclopentyl]amino}methyl)-3H-isoindol-1-one ClC=1C=C2CN(C(C2=CC1CN[C@H]1[C@H](CCC1)O)=O)C1=NC(=CC(=C1)C1=C(C=C(C=C1)F)C1=NN=CN1C)C1CC1